4-methylbenzoic acid [3-(2-ethoxy) anilinopropyl benzoate] CCOC=1C=C(NCCCC2=C(C(=O)O)C=CC=C2)C=CC1.CC1=CC=C(C(=O)O)C=C1